FC(C1=CC(=C(C(=O)O)C=C1)[N+](=O)[O-])F 4-(difluoromethyl)-2-nitrobenzoic acid